F[C@H]1CN(CC[C@H]1OC)C1=NC=CC(=N1)NC=1N=CC2=C(C=CC(=C2C1)[C@H]1COCC[C@H]1NC(C#CC)=O)N1CC(C1)CS(=O)(=O)C N-((3R,4R)-3-(3-((2-((3S,4R)-3-fluoro-4-methoxypiperidin-1-yl)pyrimidin-4-yl)amino)-8-(3-((methylsulfonyl)methyl)azetidin-1-yl)isoquinolin-5-yl)tetrahydro-2H-pyran-4-yl)but-2-ynamide